((1r,4r)-4-(2-methoxyethoxy)cyclohexyl)-2-(1-methyl-1H-pyrazol-4-yl)-6-(thiazol-5-yl)isonicotinamide COCCOC1CCC(CC1)C1=C(C(=O)N)C=C(N=C1C=1C=NN(C1)C)C1=CN=CS1